1H-Indole-5-carboxamide N1C=CC2=CC(=CC=C12)C(=O)N